1-hydroxy-4-ethyl-5,6-dimethyl-pyridin-2-one ON1C(C=C(C(=C1C)C)CC)=O